C1(=C2N(C=N1)CCC2)C(C(=O)OCC)N2N=C1C=C(C=C(C1=C2)F)C=2C=CC(=NC2)N2CCN(CC2)C(=O)OC(C)(C)C tert-Butyl 4-[5-[2-[1-(6,7-dihydro-5H-pyrrolo[1,2-c]imidazol-1-yl)-2-ethoxy-2-oxo-ethyl]-4-fluoro-indazol-6-yl]-2-pyridyl]piperazine-1-carboxylate